3-nitroquinolin-4-amine [N+](=O)([O-])C=1C=NC2=CC=CC=C2C1N